CC(=CCC[C@@]1([C@H]2CCC(=C)[C@H]([C@@]2(CC[C@H]1Br)C)CC3=C(C=CC(=C3)C(=O)O)O)C)C The molecule is a monohydroxybenzoic acid that is 4-hydroxybenzoic acid substituted at position 3 by a decahydronaphthalen-1-ylmethyl group which in turn is substituted by a bromo, two methyl groups, a methylidene and a 4-methylpent-3-en-1-yl group at positions 6, 5, 8a, 2 and 5 respectively. A diterpenoid isolated from the Fijian red alga Callophycus serratus, it exhibits antibacterial, antimalarial and anticancer activities. It has a role as a metabolite, an antibacterial agent, an antimalarial and an antineoplastic agent. It is a monohydroxybenzoic acid, an organobromine compound, a diterpenoid and a carbobicyclic compound.